ClC1=CC(=C2C=NNC(C2=C1)=O)C(C)OCCCC(N1CCN(CC1)C1=NC=C(C=N1)C(F)(F)F)=O 7-chloro-5-(1-(4-oxo-4-(4-(5-(trifluoromethyl)pyrimidin-2-yl)piperazin-1-yl)butoxy)ethyl)phthalazin-1(2H)-one